tert-butyl (3R)-3-[(2S)-3-[5-(aminomethyl)-1-benzofuran-3-yl]-1-(tert-butoxy)-1-oxopropane-2-yl]pyrrolidine-1-carboxylate NCC=1C=CC2=C(C(=CO2)C[C@H](C(=O)OC(C)(C)C)[C@@H]2CN(CC2)C(=O)OC(C)(C)C)C1